(6-ethoxy-2-methoxypyridin-3-yl)-3-(2-isopropylphenyl)azetidine-3-carboxamide C(C)OC1=CC=C(C(=N1)OC)N1CC(C1)(C(=O)N)C1=C(C=CC=C1)C(C)C